CC=1C=C(C=C(C1)C)S\C=N\N 1-[(E)-[(3,5-dimethylphenyl)thio]methylidene]hydrazine